8-((2S,6S)-2,6-dimethylmorpholinyl)-3-(hydroxymethyl)-N-(3-methyloxetan-3-yl)imidazo[1,5-a]pyridine-6-ylSulfonamide C[C@H]1CN(C[C@@H](O1)C)C=1C=2N(C=C(C1)S(=O)(=O)NC1(COC1)C)C(=NC2)CO